[1-[6-(1-methylpyrazol-4-yl)pyrazolo[1,5-a]pyrazin-4-yl]-3-piperidyl]prop-2-enamide CN1N=CC(=C1)C=1N=C(C=2N(C1)N=CC2)N2CC(CCC2)C(C(=O)N)=C